6-(4-chlorophenyl)-N-[(2R)-3-hydroxy-3-methylbut-2-yl]-3-oxo-2-(pyridin-3-yl)-2,3-dihydropyridazine-4-carboxamide ClC1=CC=C(C=C1)C=1C=C(C(N(N1)C=1C=NC=CC1)=O)C(=O)N[C@H](C)C(C)(C)O